N=NC(=NN)OC=1C=C(C=O)C=CC1OCCN1CCN(CC1)C1=C(C(=CC=C1)Cl)Cl 3-formazanOxy-4-{2-[4-(2,3-dichlorophenyl)piperazin-1-yl]Ethoxy}benzaldehyde